C1(=CC=CC=C1)C(C1=CC=CC=C1)NCC(=O)NO 2-(Diphenylmethylamino)ethanehydroxamic acid